CC1CCC=2N(C1)C(=NC2)C(=O)N[C@H]2COC1=C(N(C2=O)C)C=CC=C1 6-Methyl-N-((S)-5-methyl-4-oxo-2,3-dihydro-1,5-benzoxazepin-3-yl)-5,6,7,8-tetrahydroimidazo[1,5-a]pyridin-3-carboxamid